tert-butyl (R)-(5-(3,4-dichloro-2-((4-(methyl(phenyl)amino)pyrazolo[1,5-a][1,3,5]triazin-8-yl)methyl)phenoxy)-1-hydroxypentan-2-yl)carbamate ClC=1C(=C(OCCC[C@H](CO)NC(OC(C)(C)C)=O)C=CC1Cl)CC=1C=NN2C1N=CN=C2N(C2=CC=CC=C2)C